C1=CC=CC=2C3=CC=CC=C3N(C12)C1=C(C#N)C(=C(C=C1F)F)F 2-(9H-carbazol-9-yl)-3,5,6-trifluorobenzonitrile